ALL-TRANS-3-HYDROXYRETINAL CC1=C(C(CC(C1)O)(C)C)/C=C/C(=C/C=C/C(=C/C=O)/C)/C